tert-butyl 2-(3-benzyloxypropyl)-4,4-difluoro-pyrrolidine-1-carboxylate C(C1=CC=CC=C1)OCCCC1N(CC(C1)(F)F)C(=O)OC(C)(C)C